cyclobutyl-2-methyl-5-(4H-1,2,4-triazol-3-yl)benzoic acid methyl ester COC(C1=C(C(=CC(=C1)C1=NN=CN1)C1CCC1)C)=O